4-BocAminopiperidine C(=O)(OC(C)(C)C)NC1CCNCC1